TERT-BUTYL 1-(5-AMINO-2-(3-METHOXY-3-OXOPROPYL)PHENYL)-1,4,7-TRIOXO-11,14,17,20,23,26,29,32,35,38,41,44-DODECAOXA-2,5,8-TRIAZAHEPTATETRACONTAN-47-OATE NC=1C=CC(=C(C1)C(NCC(NCC(NCCOCCOCCOCCOCCOCCOCCOCCOCCOCCOCCOCCOCCC(=O)OC(C)(C)C)=O)=O)=O)CCC(=O)OC